CC(C)=CC(C(C(C)C)=O)=O 2,6-dimethyl-2-heptene-4,5-dione